tert-butyl (3-((4-(diethylcarbamoyl)phenyl)carbamoyl)quinolin-6-yl)carbamate C(C)N(C(=O)C1=CC=C(C=C1)NC(=O)C=1C=NC2=CC=C(C=C2C1)NC(OC(C)(C)C)=O)CC